(R*)-6-(4-Ethyl-3-(hydroxymethyl)-5-oxo-4,5-dihydro-1H-1,2,4-triazol-1-yl)-7-fluoro-2-(2-methoxy-3,5-dimethylpyridin-4-yl)-4-(prop-1-en-2-yl)-3,4-dihydroisoquinolin-1(2H)-one C(C)N1C(=NN(C1=O)C=1C=C2[C@H](CN(C(C2=CC1F)=O)C1=C(C(=NC=C1C)OC)C)C(=C)C)CO |o1:11|